N1-(4-(5-cyclopropyl-3,3-dimethyl-2,3-dihydro-1H-pyrrolo[3,2-b]pyridin-1-yl)pyrimidin-2-yl)-N4-(2-(dimethylamino)ethyl)-2-methoxy-N4-methyl-5-nitrobenzene-1,4-diamine C1(CC1)C1=CC=C2C(=N1)C(CN2C2=NC(=NC=C2)NC2=C(C=C(C(=C2)[N+](=O)[O-])N(C)CCN(C)C)OC)(C)C